ClC1=C(C(=O)OCC)C=CC(=C1SC)OC(C(F)F)(F)F ethyl 2-chloro-3-methylsulfanyl-4-(1,1,2,2-tetrafluoroethoxy)benzoate